C1(CCC1)C1=NN(C(=C1C(F)(F)F)C(=O)NC1=CC(=NC=C1)S(=O)(=N)C)CC1(CC(C1)(F)F)C 3-Cyclobutyl-1-((3,3-difluoro-1-methylcyclobutyl)methyl)-N-(2-(S-methylsulfonimidoyl)pyridin-4-yl)-4-(trifluoromethyl)-1H-pyrazole-5-carboxamide